(R)-1,1,1-Trifluoro-2-((S)-9-(4-(hydroxymethyl)bicyclo[2.2.1]heptan-1-yl)-5-methyl-5,6-dihydroimidazo[1,5-a]pyrazolo[5,1-c]pyrazin-3-yl)propan-2-ol FC([C@](C)(O)C1=NC=C2N1[C@H](CN1C2=CC(=N1)C12CCC(CC1)(C2)CO)C)(F)F